C(C1=CC=CC=C1)SC=1C=C2C=CC(N(C2=CC1)C1=C(C=C(C(=C1)C)Br)OC)=O 6-(benzylthio)-1-(4-bromo-2-methoxy-5-methylphenyl)quinolin-2(1H)-one